2-(3-chlorophenyl)-N-(6-(((6-cyclopropylimidazo[1,2-a]pyridin-2-yl)methyl)amino)pyrimidin-4-yl)cyclopropane-1-sulfonamide ClC=1C=C(C=CC1)C1C(C1)S(=O)(=O)NC1=NC=NC(=C1)NCC=1N=C2N(C=C(C=C2)C2CC2)C1